2-[4-(piperidinyl)-1-piperidinyl]Ethanol N1(CCCCC1)C1CCN(CC1)CCO